2-(5-(cyclopropylmethyl)-3-(3',5'-dichloro-6-fluoro-[1,1'-biphenyl]-3-yl)-4-(3-fluoro-4-sulfamoylbenzyl)-1H-pyrazol-1-yl)thiazole-4-carboxylic acid C1(CC1)CC1=C(C(=NN1C=1SC=C(N1)C(=O)O)C=1C=C(C(=CC1)F)C1=CC(=CC(=C1)Cl)Cl)CC1=CC(=C(C=C1)S(N)(=O)=O)F